C(CCCCCCCCCCC\C=C/CCCCCCCC)(=O)OCCCCCCCC\C=C/CCCCCCCC (Z)-octadec-9-enyl (Z)-docos-13-enoate